N=1C=CN2C1N=CC(=C2)C2=CNC=1N=C(N=C(C12)OC)NC1CC(C1)(O)C (1r,3r)-3-((5-(imidazo[1,2-a]pyrimidin-6-yl)-4-methoxy-7H-pyrrolo[2,3-d]pyrimidin-2-yl)amino)-1-methylcyclobutan-1-ol